4,4,5-trimethyl-2-(prop-1-en-2-yl)-1,3,2-dioxaborolane CC1(OB(OC1C)C(=C)C)C